(S)-4-(2-chloro-6-(3,5-dimethylisoxazol-4-yl)quinazolin-4-yl)-N-cyclopropyl-3-phenylpiperazine-1-carboxamide ClC1=NC2=CC=C(C=C2C(=N1)N1[C@H](CN(CC1)C(=O)NC1CC1)C1=CC=CC=C1)C=1C(=NOC1C)C